The molecule is a nitrobenzoic acid carrying the nitro substituent at position 2. It derives from a benzoic acid. It is a conjugate acid of a 2-nitrobenzoate. C1=CC=C(C(=C1)C(=O)O)[N+](=O)[O-]